[Br-].C1=CC=CC1 cyclopentadiene bromide